(((7-((tert-butoxycarbonyl)(3-(cyclopent-1-en-1-carboxamido)benzyl)amino)-3-Isopropylpyrazolo[1,5-a]pyrimidin-5-yl)amino)methyl)-3-hydroxypiperidine-1-carboxylic acid tert-butyl ester C(C)(C)(C)OC(=O)N1C(C(CCC1)O)CNC1=NC=2N(C(=C1)N(CC1=CC(=CC=C1)NC(=O)C1=CCCC1)C(=O)OC(C)(C)C)N=CC2C(C)C